1-(2-Methyl-6-(2-(2-methylpyridin-4-yl)imidazo[1,2-a]pyrimidin-3-yl)-2,3-dihydro-4H-benzo[b][1,4]oxazin-4-yl)ethan-1-one CC1CN(C2=C(O1)C=CC(=C2)C2=C(N=C1N2C=CC=N1)C1=CC(=NC=C1)C)C(C)=O